2-(3,4-dichlorophenyl)-5,6,7,8-tetrahydro-10H-oxazolo[5,4-D]pyrido[1,2-a]pyrimidine-10-one ClC=1C=C(C=CC1Cl)C=1OC=2N=C3N(C(C2N1)=O)CCCC3